ClC1=CN=CC2=CC=CC(=C12)S(=O)(=O)N1C(CNCCC1)C 4-chloro-5-((2-methyl-1,4-diazepan-1-yl)sulfonyl)isoquinoline